2-chloro-4,6-bis(trifluoromethyl)pyridine ClC1=NC(=CC(=C1)C(F)(F)F)C(F)(F)F